N1N=CC2=C(C=CC=C12)NCCCNC(C=CNCC1=CC(=C(C=C1)C1=CC=CC=C1)Cl)=O N-(3-((1H-indazol-4-yl)amino)propyl)-3-(((2-chloro-[1,1'-biphenyl]-4-yl)methyl)amino)propenamide